Benzyl N-[(1S)-1-[[(3-amino-3-oxo-propyl)-(2-chloroacetyl)amino]carbamoyl]-3-methyl-butyl]carbamate NC(CCN(C(CCl)=O)NC(=O)[C@H](CC(C)C)NC(OCC1=CC=CC=C1)=O)=O